(rac)-((1s,3s)-3-hydroxy-3-methylcyclobutyl)(6-(3-methyl-4-(trifluoromethyl)Phenyl)-2-azaspiro[3.4]Oct-2-yl)methanone OC1(CC(C1)C(=O)N1CC2(C1)C[C@@H](CC2)C2=CC(=C(C=C2)C(F)(F)F)C)C |r|